C(C)(C)N1C=CC(C2=CC=C(C=C12)B1OC(C(O1)(C)C)(C)C)=O 1-isopropyl-7-(4,4,5,5-tetramethyl-1,3,2-dioxaborolan-2-yl)quinolin-4(1H)-one